3-(benzyloxy)benzoic acid methyl ester COC(C1=CC(=CC=C1)OCC1=CC=CC=C1)=O